zinc nickel pyrophosphate [O-]P([O-])(=O)OP(=O)([O-])[O-].[Ni+2].[Zn+2]